O=C1NC(CCC1N1C(N(C2=C1C=CC(=C2)C#CCCN2CCC(CC2)CNC(OC(C)(C)C)=O)C)=O)=O Tert-butyl N-[[1-[4-[1-(2,6-dioxo-3-piperidyl)-3-methyl-2-oxo-benzimidazol-5-yl]but-3-ynyl]-4-piperidyl]methyl]carbamate